(3S,4R)-4-((5-fluoro-4-(8-fluoro-2-(2-hydroxypropan-2-yl)-3-methylimidazo[1,2-a]pyridin-6-yl)pyrimidin-2-yl)amino)tetrahydro-2H-pyran-3-ol FC=1C(=NC(=NC1)N[C@H]1[C@@H](COCC1)O)C=1C=C(C=2N(C1)C(=C(N2)C(C)(C)O)C)F